ClCCC[SiH2]C(OC)OC 3-chloropropyl-dimethoxymethyl-silane